3-(5-amino-6-(1H-1,2,4-triazol-1-yl)pyrazin-2-yl)-N-(1-azabicyclo[2.2.1]heptan-4-yl)-4-(methyl-d3)benzenesulfonamide NC=1N=CC(=NC1N1N=CN=C1)C=1C=C(C=CC1C([2H])([2H])[2H])S(=O)(=O)NC12CCN(CC1)C2